ClC1=CC=CC=2CC3=C(C=CC=C3CC12)Cl 1,5-dichloro-9,10-dihydroanthracene